ClC1=C(C=C(C=C1C(=O)N1[C@H](C=2C(CC1)=C(N(N2)C)C2=CC(=CC(=C2)C2(CC2)S(=O)(=O)C)Cl)C)F)C=2C=CC(NC2)=O 5-[2-chloro-3-[(7S)-3-[3-chloro-5-(1-methylsulfonylcyclopropyl)phenyl]-2,7-dimethyl-5,7-dihydro-4H-pyrazolo[3,4-c]pyridine-6-carbonyl]-5-fluoro-phenyl]-1H-pyridin-2-one